FC(C1=C(C=C2CCCN(C2=C1)C=1C=C2C(=CN(C2=CC1)C)C(=O)NC)C=1C=NN(C1)C)F 5-(7-(difluoromethyl)-6-(1-methyl-1H-pyrazol-4-yl)-3,4-dihydroquinolin-1(2H)-yl)-N,1-dimethyl-1H-indole-3-carboxamide